FC(F)(F)N1N=CC2=NC=CC=C21 (trifluoromethyl)-1H-pyrazolo[4,3-b]pyridine